N-tetradecyl-2-(3,4,5-tri-tetrahydropyranyloxyphenyl)-3,5,7-tri-tetrahydropyranyloxylquinolin-4-one C(CCCCCCCCCCCCC)N1C(=C(C(C2=C(C=C(C=C12)OC1OCCCC1)OC1OCCCC1)=O)OC1OCCCC1)C1=CC(=C(C(=C1)OC1OCCCC1)OC1OCCCC1)OC1OCCCC1